4-methyl-2-(triisopropylsilyl)-5-(trimethylstannyl)-4H-thieno[3,2-B]pyrrole CN1C2=C(C=C1[Sn](C)(C)C)SC(=C2)[Si](C(C)C)(C(C)C)C(C)C